CC=1C=C(C(=O)OC)C=CC1C(N[C@H](C)C1=CC(=NC2=CC=CC=C12)C=1C=NN(C1)C)=O methyl (R)-3-methyl-4-((1-(2-(1-methyl-1H-pyrazol-4-yl)quinolin-4-yl)ethyl) carbamoyl)benzoate